O=C([C@H](CC1=CC=CC=C1)NC(=O)C=1OC=CC1)N1CC=CCC1C=1C=NC=CC1 N-((2S)-1-oxo-3-phenyl-1-(6-(pyridin-3-yl)-5,6-dihydropyridin-1(2H)-yl)propan-2-yl)furan-2-carboxamide